BrC=1C=CC2=C(NC(=N2)NC(C2=CC(=CC=C2)Br)=O)C1 N-(6-bromo-1H-benzimidazol-2-yl)-3-bromobenzamide